C(C)OC(C(C)C1CCC([C@H](C1)C1=CC=[N+](C=C1)[O-])(F)F)=O 4-((1R)-5-(1-ethoxy-1-oxopropan-2-yl)-2,2-difluorocyclohexyl)pyridine 1-oxide